FC1=C(C=CC=C1)NC(C(C)OC1=CC=C(C=C1)OC=1OC2=C(N1)C=CC(=C2)Cl)=O 2-[4-(6-chloro-2-benzoxazolyl-oxy)-phenoxy]propionic acid-N-(2-fluorophenyl) amide